Cl.Cl.NC=1C(=NC(=CN1)C1=CC=C(C=C1)S(=O)(=O)C(C)C)C1=CC(=NO1)C1=CC=C(CNC(C)=N)C=C1 N-(4-(5-(3-amino-6-(4-(Isopropylsulfonyl)phenyl)pyrazin-2-yl)isoxazol-3-yl)benzyl)acetamidine dihydrochloride